C1(=C(C=CC=C1)/C=C/C(=O)O)C (E)-3-(o-tolyl)acrylic acid